N-[[6-(3-Furylmethoxy)-2-pyridyl]sulfonyl]-2-(2,2,4-trimethylpyrrolidin-1-yl)pyridin-3-carboxamid O1C=C(C=C1)COC1=CC=CC(=N1)S(=O)(=O)NC(=O)C=1C(=NC=CC1)N1C(CC(C1)C)(C)C